IC=1C=C(CBr)C=C(C1)I 3,5-diiodobenzyl bromide